CC(CCCCCCC(=O)O)=CCCC=C(CCCCCCC(=O)O)C 8,13-dimethyl-8,12-eicosadienedioic acid